1-[(2-methoxy-5-{[(oxan-4-yl)amino]methyl}phenyl)-methyl]-N7-({spiro[2.3]-hexan-5-yl}methyl)-1H-pyrazolo[4,3-d]pyrimidine-5,7-diamine COC1=C(C=C(C=C1)CNC1CCOCC1)CN1N=CC=2N=C(N=C(C21)NCC2CC1(CC1)C2)N